C(CCC)OCCOC=1N=C(SC1C)C1=CC(=C(C(=O)O)C=C1)F 4-[4-(2-butoxyethoxy)-5-methyl-1,3-thiazol-2-yl]-2-fluorobenzoic acid